methyl 4-[2-amino-4-(1-cyano-1-methylethyl)anilino]-2,6-dimethoxy-benzoate NC1=C(NC2=CC(=C(C(=O)OC)C(=C2)OC)OC)C=CC(=C1)C(C)(C)C#N